2-(4-hydroxy-1-(imidazo[4,5-d]pyrrolo[2,3-b]pyridine-1(6H)-yl)-piperidine-4-yl)acetonitrile OC1(CCN(CC1)N1C=NC=2C1=C1C(=NC2)NC=C1)CC#N